dichloro-4,4-diaminophenylmethane ClC(C1=CCC(C=C1)(N)N)Cl